FC(C1(CN(C1)C)C)(C1=CC=C(C=C1)B1OC(C(O1)(C)C)(C)C)F 3-{difluoro[4-(4,4,5,5-tetramethyl-1,3,2-dioxaborolan-2-yl)phenyl]Methyl}-1,3-dimethyl-azetidine